chloro-4-fluorobenzo[b]thiophene ClC1=CC2=C(S1)C=CC=C2F